3-(2-(4-methoxybenzoyl)-1,2,3,4-tetrahydroisoquinolin-5-yl)-3-(2-naphthyl)propanoic acid COC1=CC=C(C(=O)N2CC3=CC=CC(=C3CC2)C(CC(=O)O)C2=CC3=CC=CC=C3C=C2)C=C1